(7R,8R)-8-hydroxy-7-((R)-5H-imidazo[5,1-a]isoindol-5-yl)-5,6,7,8-tetrahydronaphthalene-2-carbonitrile O[C@@H]1[C@H](CCC=2C=CC(=CC12)C#N)[C@H]1N2C(C3=CC=CC=C13)=CN=C2